C12COCC(CC1)N2C=2SC=C(N2)C2=CC=C(C(=C2OCC(=O)NCCCCCCNC2=CC1=C(N=NN(C1=O)C1C(NC(CC1)=O)=O)C=C2)F)F 2-(6-(2-(3-oxa-8-azabicyclo[3.2.1]octan-8-yl)thiazol-4-yl)-2,3-difluorophenoxy)-N-(6-((3-(2,6-dioxopiperidin-3-yl)-4-oxo-3,4-dihydrobenzo[d][1,2,3]triazin-6-yl)amino)hexyl)acetamide